FC(C(C)(O)C)F 1,1-difluoro-2-methyl-propan-2-ol